ClC1=CC=C(OCC#CC=2C=C(C(=NC2)C(=O)NCC(=O)O)O)C=C1 (5-(3-(4-chlorophenoxyl)prop-1-yn-1-yl)-3-hydroxypicolinoyl)glycine